O.OC=1C=CC(=NC1)C(=O)[O-].[Na+] sodium 5-hydroxypyridine-2-carboxylate monohydrate